FC(C)(F)C1=NC(=CC(=N1)NC1=C(C=NC(=C1)NC(C)=O)C1=NC=CC(=C1)N(C)C)C N-(4'-((2-(1,1-difluoroethyl)-6-methylpyrimidin-4-yl)amino)-4-(dimethylamino)-[2,3'-bipyridin]-6'-yl)acetamide